C(C)O[Si](CCC[Se][Se]CCC[Si](OCC)(OCC)OCC)(OCC)OCC bis[3-(triethoxysilyl) propyl] diselenide